C1(CCC1)SC1=NC=CC=C1C1=CC(=C(C(=C1)F)[C@H](CCCC(=O)O)C)F (S)-5-[4-(2-Cyclobutylsulfanyl-pyridin-3-yl)-2,6-difluoro-phenyl]-hexanoic acid